O=C([C@H](C[C@H]1C(NCC1)=O)NC(=O)[C@H]1N([C@H]2CCCC[C@H]2C1)C(C(NC(C(F)(F)F)(C)C)=O)=O)COC(F)(F)F (2S,3aS,7aS)-N-((S)-3-oxo-1-((S)-2-oxopyrrolidin-3-yl)-4-(trifluoromethoxy)butan-2-yl)-1-(2-oxo-2-((1,1,1-trifluoro-2-methylpropan-2-yl)amino)acetyl)octahydro-1H-indole-2-carboxamide